CC1(C2=C(C=CC(=C2)C(=O)O)[N+](=C1/C=C/C=C/C=C/C=C\\3/C(C4=C(N3CCCCS(=O)(=O)[O-])C=CC(=C4)S(=O)(=O)[O-])(C)C)CCCCS(=O)(=O)[O-])C.[K+].[K+] The molecule is a cyanine dye and an organic potassium salt. It has a role as a fluorochrome. It contains a NIR-3(2-).